ClC=1C(=C(C=C(C1)Cl)S(=O)(=O)O)OC(COC)=O 3,5-dichloro-2-(2-methoxyacetyl)oxy-benzenesulfonic acid